CN1C(=NC2=C1C=CC=C2)C2=NC(=CC=C2)C2=NC1=C(N2C)C=CC=C1 2,6-di(1-methyl-1H-benzo[d]imidazol-2-yl)pyridine